ClC=1C=C(C(=NC1)N1C(C(N(C(C1)=O)CC1=CC=C(C=C1)F)C1CC(C1)O)=O)F 1-(5-chloro-3-fluoropyridin-2-yl)-4-(4-fluorobenzyl)-3-(3-hydroxycyclobutyl)piperazine-2,5-dione